tert-butyl (1R,3S,5R)-3-((benzoyloxy) methyl)-5-methyl-2-azabicyclo[3.1.0]hexane-2-carboxylate C(C1=CC=CC=C1)(=O)OC[C@H]1N([C@@H]2C[C@@]2(C1)C)C(=O)OC(C)(C)C